(3s,4r)-N-[2-(1,1-difluoroethyl)-3-fluoro-phenyl]-1-methyl-4-[1-methyl-3-(trifluoromethyl)-3H-pyrazol-5-yl]-2-oxo-pyrrolidine-3-carboxamide FC(C)(F)C1=C(C=CC=C1F)NC(=O)[C@H]1C(N(C[C@@H]1C1=CC(NN1C)C(F)(F)F)C)=O